C(C1=CN=CC=C1)(=O)[O-].NCC(=O)[O-].[Cr+2] Chromium Glycinate Nicotinate